2-methyl-5-(3-(trifluoromethyl)phenyl)-N-(3-(3,3,3-trifluoro-2-hydroxy-2-methylpropyl)-1,2,4-thiadiazol-5-yl)furan-3-carboxamide CC=1OC(=CC1C(=O)NC1=NC(=NS1)CC(C(F)(F)F)(C)O)C1=CC(=CC=C1)C(F)(F)F